tert-butyl (1R,5R)-6-(3-cyano-8-fluoro-7-(7-fluoro-8-((triisopropyl silyl)ethynyl)naphthalen-1-yl)-1,6-naphthyridin-4-yl)-2,6-diazabicyclo[3.2.0]heptane-2-carboxylate C(#N)C=1C=NC2=C(C(=NC=C2C1N1[C@@H]2CCN([C@@H]2C1)C(=O)OC(C)(C)C)C1=CC=CC2=CC=C(C(=C12)C#C[Si](C(C)C)(C(C)C)C(C)C)F)F